isobutyl 3-(1-((1-((2,3-dihydrobenzofuran-6-yl)sulfonyl)piperidin-4-yl)methyl)-1H-1,2,3-triazol-4-yl)-5-fluoro-1H-indole-2-carboxylate O1CCC2=C1C=C(C=C2)S(=O)(=O)N2CCC(CC2)CN2N=NC(=C2)C2=C(NC1=CC=C(C=C21)F)C(=O)OCC(C)C